1-(6-methylpyridin-2-yl)propan-1-one CC1=CC=CC(=N1)C(CC)=O